C(C)(C)(C)OC(NC=1C=NN(C1)C=1C=2N(C=C(C1)Br)N=CC2C#N)=O (1-(6-bromo-3-cyanopyrazolo[1,5-a]pyridin-4-yl)-1H-pyrazol-4-yl)carbamic acid tert-butyl ester